1-(3-methyl-4-oxo-3,4-dihydro-quinazolin-6-yl)-3-phenylpropane-1,3-dione CN1C=NC2=CC=C(C=C2C1=O)C(CC(=O)C1=CC=CC=C1)=O